ClC1=C(C(C(=O)[O-])=CC=C1)O.COCC[N+](C)(C)C 2-methoxyethyl(trimethyl)ammonium 3-chlorosalicylate